FC1=C(C(=O)N[C@@H](C(=O)N2CCC3(CC2)C(C(NC(C3)=O)=O)C3=CC=C(C=C3)F)C(C)C)C=C(C=C1)C(F)(F)F 2-fluoro-N-((2R)-1-(7-(4-fluorophenyl)-8,10-dioxo-3,9-diazaspiro[5.5]undecan-3-yl)-3-methyl-1-oxobutan-2-yl)-5-(trifluoromethyl)benzamide